COC=1C=C2C(=CC=NC2=CC1OC)OC1=CC=C(C=C1)C1CC1 (4-((6,7-dimethoxyquinolin-4-yl)oxy)phenyl)cyclopropane